ClC=1C=CC(=C(C1)CN)N1N=NC(=C1)Cl (5-chloro-2-(4-chloro-1H-1,2,3-triazol-1-yl)phenyl)methanamine